C(C)OC(=O)C1=C(C(N(C(=C1)C)CC(=O)OC(C)(C)C)=O)OCC1=CC=CC=C1.O1CC(C1)OC1=CC=C(C=C1)C=1N(C(C(=CN1)NCCCC1=CC=CC=C1)=O)CC(=O)N 2-(2-(4-(oxetan-3-yloxy)phenyl)-6-oxo-5-((3-phenylpropyl)amino)pyrimidin-1(6H)-yl)acetamide ethyl-3-benzyloxy-1-(2-tert-butoxy-2-oxo-ethyl)-6-methyl-2-oxo-pyridine-4-carboxylate